COC=1C=C2C(=NC=NC2=CC1OC)C1=CC=C2CCN(CC2=C1)S(=O)(=N)C 6,7-dimethoxy-4-(2-(S-methylsulfonimidoyl)-1,2,3,4-tetrahydroisoquinolin-7-yl)quinazoline